((1S)-1-(3,5-difluorophenyl)propyl)-D-prolinamide FC=1C=C(C=C(C1)F)[C@H](CC)N1[C@H](CCC1)C(=O)N